Pyridinium p-toluensulphonate CC1=CC=C(C=C1)S(=O)(=O)[O-].[NH+]1=CC=CC=C1